C(C)OC1=NC(=NC=C1C(NC1=CC2=CN(N=C2C(=C1)F)C)=O)N1C[C@H](N(CC1)C(=O)OC(C)(C)C)C tert-butyl (R)-4-(4-ethoxy-5-((7-fluoro-2-methyl-2H-indazol-5-yl)carbamoyl)pyrimidin-2-yl)-2-methylpiperazine-1-carboxylate